CON(C(COC)=O)C N,2-di-methoxy-N-methyl-acetamide